FC1(CCN(CC1)CCCCCCCNC1=CC=CC=2N(C(N(C21)C)=O)C2C(NC(CC2)=O)=O)F 3-(4-((7-(4,4-difluoropiperidin-1-yl)heptyl)amino)-3-methyl-2-oxo-2,3-dihydro-1H-benzo[d]imidazol-1-yl)piperidine-2,6-dione